Rel-N-(6-amino-5-methyl-3-pyridyl)-2-[(2R,5S)-2-(1,3-Benzothiazol-5-yl)-5-methyl-1-piperidyl]-2-oxo-acetamide NC1=C(C=C(C=N1)NC(C(=O)N1[C@H](CC[C@@H](C1)C)C=1C=CC2=C(N=CS2)C1)=O)C |o1:12,15|